[Ni]=O.[Zn] zinc-nickel oxide